7,8-dihydro-5H-1,6-naphthyridine-3,6-dicarboxylic acid O6-tert-butyl O3-methyl ester COC(=O)C=1C=NC=2CCN(CC2C1)C(=O)OC(C)(C)C